C(C)OC([C@H](CC(C(C1=CC=C(C=C1)C)=O)C1=CC=C(C=C1)Cl)F)=O (S)-4-(4-chlorophenyl)-2-fluoro-5-oxo-5-(p-tolyl)pentanoic acid ethyl ester